ClC1=NC(=CC(=C1)\C=C\C1=CC=CC=C1)Cl 2,6-dichloro-4-[(E)-2-phenylvinyl]pyridine